tert-butyl (R)-3-((1-isopropyl-1H-pyrazol-5-yl)carbamoyl)piperidine-1-carboxylate C(C)(C)N1N=CC=C1NC(=O)[C@H]1CN(CCC1)C(=O)OC(C)(C)C